C1(=CC=CC=C1)CCC1=NOC(=N1)[C@H]1N(CCC1)S(=O)(=O)CC(C)C 3-(2-Phenylethyl)-5-[(2S)-1-isobutylsulfonylpyrrolidin-2-yl]-1,2,4-oxadiazole